ClC=1C=CC2=C([C@@H](C[C@@H](O2)C(=O)NC23CC(C2)(C3)N3N=CC2=CC(=CC=C32)Cl)O)C1 (2R,4R)-6-chloro-N-[3-(5-chloro-1H-indazol-1-yl)bicyclo[1.1.1]pent-1-yl]-4-hydroxy-3,4-dihydro-2H-1-benzopyran-2-carboxamide